[Si](C)(C)(C(C)(C)C)O[C@@H]1[C@H](N(CC1)C(=O)OC(C)(C)C)C=1NC2=C(N1)C(=C1C(=C2F)CC(C1)C=O)F tert-butyl (2R,3S)-3-[tert-butyl(dimethyl)silyl]oxy-2-(4,8-difluoro-6-formyl-3,5,6,7-tetrahydro cyclopenta[f]benzimidazol-2-yl)pyrrolidine-1-carboxylate